N1(CC(CCC1)C(=O)OC)C(=O)OC(C)(C)C 1-tert-butyl 3-methyl piperidine-1,3-dicarboxylate